4-(4-chlorophenyl)-N-(6-(4,5-dihydrooxazol-2-yl)-2-ethylimidazo[1,2-a]pyridin-3-yl)-N-methylthiazol-2-amine ClC1=CC=C(C=C1)C=1N=C(SC1)N(C)C1=C(N=C2N1C=C(C=C2)C=2OCCN2)CC